3-((7-(6-chloro-1-((3S,5R)-5-(hydroxymethyl)pyrrolidin-3-yl)-1,2,3,4-tetrahydroquinolin-8-yl)thieno[3,2-b]pyridin-2-yl)methyl)-3-azabicyclo[3.1.0]hexane-2,4-dione, formic acid salt C(=O)O.ClC=1C=C2CCCN(C2=C(C1)C1=C2C(=NC=C1)C=C(S2)CN2C(C1CC1C2=O)=O)[C@@H]2CN[C@H](C2)CO